3-(5-chloro-7-{[(furan-2-yl)methyl]amino}-3-methylthieno[3,2-b]pyridin-2-yl)-N-methyl-N-phenyl-D-alaninamide hydrochloride Cl.ClC1=CC(=C2C(=N1)C(=C(S2)C[C@@H](N)C(=O)N(C2=CC=CC=C2)C)C)NCC=2OC=CC2